(2R,5R)-tert-butyl 2-(4-chlorobenzyl)-5-morpholino-[1,4'-bipiperidine]-1'-carboxylate ClC1=CC=C(C[C@@H]2N(C[C@@H](CC2)N2CCOCC2)C2CCN(CC2)C(=O)OC(C)(C)C)C=C1